tert-butyl (5R)-5-[(1-tert-butyltriazole-4-carbonyl)amino]-8-[4-[(1-methylpyrazol-4-yl)amino]-1,3,5-triazin-2-yl]-1,3,4,5-tetrahydro-2-benzazepine-2-carboxylate C(C)(C)(C)N1N=NC(=C1)C(=O)N[C@@H]1CCN(CC2=C1C=CC(=C2)C2=NC=NC(=N2)NC=2C=NN(C2)C)C(=O)OC(C)(C)C